2-(allyloxy)-4-(2-(allyloxy)-4-amino-3-isopropoxybenzamido)-3-isopropoxybenzoic acid allyl ester C(C=C)OC(C1=C(C(=C(C=C1)NC(C1=C(C(=C(C=C1)N)OC(C)C)OCC=C)=O)OC(C)C)OCC=C)=O